5-chloro-1'-(2-{[8-(3-hydroxy-3-methylcyclobutyl)-1,7-naphthyridin-3-yl]oxy}ethyl)-1,2-dihydrospiro[indole-3,4'-piperidin]-2-one ClC=1C=C2C(=CC1)NC(C21CCN(CC1)CCOC=1C=NC2=C(N=CC=C2C1)C1CC(C1)(C)O)=O